1-[4-[[3-(9H-Carbazole-4-yloxy)-2-hydroxypropyl]amino]phenyl]-3-(4-methylphenyl)-2-propene-1-one C1=CC=C(C=2C3=CC=CC=C3NC12)OCC(CNC1=CC=C(C=C1)C(C=CC1=CC=C(C=C1)C)=O)O